methyl 2-hydroxy-5-methylbenzoate OC1=C(C(=O)OC)C=C(C=C1)C